(1-((2-(trimethylsilyl)ethoxy)methyl)-1H-imidazol-2-yl)methanol C[Si](CCOCN1C(=NC=C1)CO)(C)C